N-(β-aminoethyl)-γ-aminopropylmethyl-dimethoxysilane NCCNCCC[Si](OC)(OC)C